3-[[4-(2-hydroxy-4-methyl-phenyl)phthalazin-1-yl]amino]propane-1,2-diol OC1=C(C=CC(=C1)C)C1=NN=C(C2=CC=CC=C12)NCC(CO)O